IC=1C=NN(C1)C1=CC=C(C=C1)OC(F)(F)F 4-iodo-1-[4-(trifluoromethoxy)phenyl]pyrazole